C(C)(=O)O[C@@H](CCC(=O)O)CC (R)-4-(acetyloxy)hexanoic acid